Br\C(=C/C=C/C1(SCCCS1)C1=CC=C(C=C1)CCCC)\C1=CC=C(C=C1)[N+](=O)[O-] 2-((1E,3Z)-4-bromo-4-(4-nitrophenyl)buta-1,3-dien-1-yl)-2-(4-butylphenyl)-1,3-dithiane